para-(tertiary butyl)styrene C(C)(C)(C)C1=CC=C(C=C)C=C1